2-Chloro-N-{2-[4-(difluoromethyl)-1,3-thiazol-5-yl]-2-(4-{[(1-phenyl-1H-1,2,3,4-tetrazol-5-yl)oxy]methyl}piperidin-1-yl)ethyl}-6-fluorobenzamide ClC1=C(C(=O)NCC(N2CCC(CC2)COC2=NN=NN2C2=CC=CC=C2)C2=C(N=CS2)C(F)F)C(=CC=C1)F